4-{2-[4-chloro-2-(trifluoromethyl)phenyl]acetamido}pyridin ClC1=CC(=C(C=C1)CC(=O)NC1=CC=NC=C1)C(F)(F)F